C(C)C1=CC=2C3(C4=CC(=CC=C4OC2C=C1)CC)NC(C1=CC=CC=C13)=O 2',7'-diethylspiro[isoindolin-1,9'-xanthen]-3-one